ClC1=C(OC2=C(C=CC3=C2NC(=NS3(=O)=O)NCC3=NC(=CC=C3F)OC)F)C=CC=C1 5-(2-chlorophenoxy)-6-fluoro-3-(((3-fluoro-6-methoxypyridin-2-yl)methyl)amino)-4H-benzo[e][1,2,4]thiadiazine 1,1-dioxide